FC=1C=C(C=CC1)C=1C=C2C(=NC1)N(CN2CC2=NC=NC=C2)C 6-(3-Fluorophenyl)-3-methyl-1-(pyrimidin-4-ylmethyl)imidazo[4,5-b]pyridin